N-(1''-(3-((3-methylazetidin-1-yl)sulfonyl)benzoyl)dispiro[cyclopropane-1,1'-cyclohexane-4',3''-indolin]-5''-yl)methanesulfonamide CC1CN(C1)S(=O)(=O)C=1C=C(C(=O)N2CC3(C4=CC(=CC=C24)NS(=O)(=O)C)CCC2(CC3)CC2)C=CC1